1,2-dichloropropyltrimethoxysilane ClC(C(C)Cl)[Si](OC)(OC)OC